(R)-2-(tert-butyl-dimethyl-silanyloxymethyl)-4-(6-(2,5-dimethyl-pyrrol-1-yl)-4-methyl-pyridin-3-yl)-piperazine-1-carboxylic acid tert-butyl ester C(C)(C)(C)OC(=O)N1[C@H](CN(CC1)C=1C=NC(=CC1C)N1C(=CC=C1C)C)C(O[SiH2]C(C)(C)C)(C)C